1-[3-(1-phenyl-1,2,4-triazol-3-yl)pyrazin-2-yl]ethanamine C1(=CC=CC=C1)N1N=C(N=C1)C=1C(=NC=CN1)C(C)N